FC1=C(C(=O)N(C2=NC=CC3=C2C=C(S3)C3=NC=CN=C3)[C@H]3CNCCC3)C=CC(=C1)N1N=NC=3C1=NC=CC3 2-fluoro-N-[(3R)-3-piperidyl]-N-(2-pyrazin-2-ylthieno[3,2-c]pyridin-4-yl)-4-(triazolo[4,5-b]pyridin-3-yl)benzamide